4'-mercaptobiphenyl SC1=CC=C(C=C1)C1=CC=CC=C1